ClC=1C=C(C=CC1)[C@@H](CO)NC(=O)C1=CN(C=C1)C1=NC(=NC=C1C)N[C@H](CO)CC N-((S)-1-(3-chlorophenyl)-2-hydroxyethyl)-1-(2-(((S)-1-hydroxy-butan-2-yl)amino)-5-methylpyrimidin-4-yl)-1H-pyrrole-3-carboxamide